N-HYDROXYOCTANAMIDE ONC(CCCCCCC)=O